1'-(2-((tert-butyldimethylsilyl)oxy)ethyl)-6'-chloro-1',2,2',3,5,6-hexahydrospiro[pyran-4,3'-pyrrolo[2,3-b]pyridine] [Si](C)(C)(C(C)(C)C)OCCN1CC2(C=3C1=NC(=CC3)Cl)CCOCC2